benzyl 4-(4-(3-amino-6-chloropyridazin-4-yl)-1-phenylpiperazine-2-carboxamido)piperidine-1-carboxylate NC=1N=NC(=CC1N1CC(N(CC1)C1=CC=CC=C1)C(=O)NC1CCN(CC1)C(=O)OCC1=CC=CC=C1)Cl